(phenylmethoxy)-1H-indole C1(=CC=CC=C1)CON1C=CC2=CC=CC=C12